C1(=CC=CC=C1)P(C1=C(N)C=CC(=C1)C(F)(F)F)C1=CC=CC=C1 2-(diphenylphosphino)-4-(trifluoromethyl)aniline